CC(C1=CC=CC=C1)(C)C=1C(=C(C=CC1)NC1=CC=CC=C1)C(C1=CC=CC=C1)(C)C bis-(α,α-dimethylbenzyl)diphenylamine